C(C=C)(=O)N1CCN(CC1)C=1C=NC=CC1C1=CC(=C(CNC(=O)C2=NOC(=C2F)C(C)(C)C)C=C1)C N-(4-(3-(4-propenoylpiperazin-1-yl)pyridin-4-yl)-2-methylbenzyl)-5-(tert-butyl)-4-fluoroisoxazole-3-carboxamide